N-[3-(5-chloro-1,3-benzoxazol-2-yl)-1-bicyclo[1.1.1]pentanyl]-5-sulfamoyl-furan-2-carboxamide ClC=1C=CC2=C(N=C(O2)C23CC(C2)(C3)NC(=O)C=3OC(=CC3)S(N)(=O)=O)C1